CC1=C(C=NC=2OCCN(C21)C(=O)OC(C)(C)C)N2CC1=CC(=NC=C1CC2)NC2=CC=C(C=C2)CN2N=CN=C2 tert-butyl 8-methyl-7-[7-({4-[(1H-1,2,4-triazol-1-yl)methyl]phenyl}amino)-1,2,3,4-tetrahydro-2,6-naphthyridin-2-yl]-1H,2H,3H-pyrido[2,3-b][1,4]oxazine-1-carboxylate